FC=1C=C(C=C(C1)C)C1CC=NN1C(C(C)(C)C)=O 1-(5-(3-fluoro-5-methylphenyl)-4,5-dihydro-1H-pyrazol-1-yl)-2,2-dimethylpropan-1-one